2-bromo-1-(1-(2-methylbenzoyl)indol-5-yl)propan-1-one BrC(C(=O)C=1C=C2C=CN(C2=CC1)C(C1=C(C=CC=C1)C)=O)C